C(N)(=O)C1=C(C=C(C=C1)C[C@@H](CN1C(C2=CC=CC=C2C1=O)=O)NC(OC(C)(C)C)=O)Cl Tert-butyl N-[(2S)-1-(4-carbamoyl-3-chlorophenyl)-3-(1,3-dioxo-2,3-dihydro-1H-isoindol-2-yl)propan-2-yl]carbamate